(2-isopropyl-4-(p-isopropyl-phenyl)indenyl)(2-methyl-4-(p-isopropylphenyl)indenyl)-zirconium dichloride [Cl-].[Cl-].C(C)(C)C=1C(C2=CC=CC(=C2C1)C1=CC=C(C=C1)C(C)C)[Zr+2]C1C(=CC2=C(C=CC=C12)C1=CC=C(C=C1)C(C)C)C